N1(CCNCC1)C1=NOC2=C1C=CC=C2 3-piperazin-1-yl-1,2-benzisoxazole